Cl.FC=1C=C(NC2C(NC(CC2)=O)=O)C=C(C1N1CCNCC1)F 3-(3,5-difluoro-4-piperazin-1-yl-anilino)piperidine-2,6-dione hydrochloride